ClC1=C(C=CC=C1C)C 2-chloro-1,3-dimethylbenzene